4-(2,2-dimethyl-1,3-dioxacyclopentane-4-yl)-1-(4-(trifluoromethoxy)phenyl)-1H-indazole-3-carbonitrile CC1(OCC(O1)C1=C2C(=NN(C2=CC=C1)C1=CC=C(C=C1)OC(F)(F)F)C#N)C